CN1N=CC(=C1C)C(=O)NC1CCC(CC1)NC1=CC=CC=2N1C=C(N2)C(F)(F)F 1,5-dimethyl-N-[(1s,4s)-4-{[2-(trifluoromethyl)imidazo[1,2-a]pyridin-5-yl]amino}cyclohexyl]-1H-pyrazole-4-carboxamide